phosphoric acid ammonium salt [NH4+].P([O-])([O-])([O-])=O.[NH4+].[NH4+]